N-((4-chloro-2',3',4',5',6-pentafluoro-[1,1'-biphenyl]-3-yl)sulfonyl)acetamide ClC1=C(C=C(C(=C1)F)C1=C(C(=C(C(=C1)F)F)F)F)S(=O)(=O)NC(C)=O